2-(3-(1-trityl-1H-imidazol-4-yl)propyl)isoindoline-1,3-dione C(C1=CC=CC=C1)(C1=CC=CC=C1)(C1=CC=CC=C1)N1C=NC(=C1)CCCN1C(C2=CC=CC=C2C1=O)=O